CN1C=2N(CC(C1)CNC(C=C)=O)N=CC2CC2=CC=C(C=C2)C(F)(F)F N-((4-methyl-3-(4-(trifluoromethyl)benzyl)-4,5,6,7-tetrahydropyrazolo[1,5-a]pyrimidin-6-yl)methyl)acrylamide